OC(C(CC(C)C)=O)C=1C=C2C(=NC1)N(C=C2)C2=CC(=CC=C2)C2=NN=CN2C2OCCCC2 1-hydroxy-4-methyl-1-[1-[3-(4-tetrahydropyran-2-yl-1,2,4-triazol-3-yl)phenyl]pyrrolo[2,3-b]pyridin-5-yl]pentan-2-one